N1=CC=CC(=C1)C1N(C)CCC1.C(C(=O)O)(=O)O oxalic acid nicotine salt